(S)-1-(5-aminopentyl)-2-(3-pyridyl)pyrrolidine NCCCCCN1[C@@H](CCC1)C=1C=NC=CC1